N-(1-methylpiperidin-4-yl)-1H-pyrazolo[3,4-b]pyridine-3-carboxamide CN1CCC(CC1)NC(=O)C1=NNC2=NC=CC=C21